C(C)OC(C(CC=1C=C(C=C(C1)CP(=O)(OCC)OCC)C1=CC=CC=C1)N)=O (+)-α-amino-3-(5-(diethoxyphosphinyl)methyl-[1,1'-biphenyl]-3-yl)propanoic acid ethyl ester